COCCNC1=NC(=NC(=N1)N)C1=CC=C2C=NN(C2=C1)C1OCCCC1 N2-(2-methoxyethyl)-6-(1-tetrahydropyran-2-yl-indazol-6-yl)-1,3,5-triazine-2,4-diamine